N1=CN=CC2=C1NC(=C2)C(=O)OC methyl 7H-pyrrolo[2,3-d]pyrimidine-6-carboxylate